C(CCCCC)(=O)N(C[C@H](O)[C@@H](O)[C@H](O)[C@H](O)CO)C hexanoyl-methyl-glucamine